C(C)(C)C1CC(OC=2CCCC(C12)=O)C 4-isopropyl-2-methyl-2,3,4,6,7,8-hexahydro-5H-chromen-5-one